C(=C)NCCC[Si](OC(CCN)CC1=CC=CC=C1)(OC)OC N-vinylbenzyl-2-aminoethyl-3-aminopropyltrimethoxysilane